N-(4-Bromophenyl)-2-[4-([1,2,4]triazolo[1,5-a]pyridin-7-yl)phenyl]acetamide BrC1=CC=C(C=C1)NC(CC1=CC=C(C=C1)C1=CC=2N(C=C1)N=CN2)=O